O=C(C=C)C(CCC=C)NC(OCC1=CC=CC=C1)=O Benzyl (3-oxoocta-1,7-dien-4-yl)carbamate